C(C)(C)(C)OC(=O)N1CCC(CC1)Br N-t-butoxycarbonyl-4-bromopiperidine